CC1(CC(=CC=C1)C=1C(=O)NC(C1)=O)C=1C(=O)NC(C1)=O m-tolylenebismaleimide